[Se].C=1(O)C(O)=CC=CC1 catechol selenium